FC1=C(OC2=CC=C(C=C2)C2CN(C2)C(=O)N2C[C@@H]3[C@@H](OCC(N3)=O)CC2)C=CC(=C1)F (+)-(4aR,8aS)-6-[3-[4-(2,4-Difluorophenoxy)phenyl]azetidine-1-carbonyl]-4,4a,5,7,8,8a-hexahydropyrido[4,3-b][1,4]oxazin-3-one